4-(2,4-dimethylphenyl)piperazine CC1=C(C=CC(=C1)C)N1CCNCC1